C1(CC1)OC1=C(C(=O)N)C=CC=C1C=O 2-CYCLOPROPOXY-3-FORMYLBENZAMIDE